O1C(=CC2=C1C=CC=C2)C2=NC(=NC=C2)N(C(C)=O)C N-[4-(benzofuran-2-yl)pyrimidin-2-yl]-N-methylacetamide